(6-(3-ethoxy-2-hydroxypropoxy)-1-methyl-1H-indol-2-yl)(4-(4-(2,2,2-trifluoroethoxy)benzyl)piperazin-1-yl)methanone C(C)OCC(COC1=CC=C2C=C(N(C2=C1)C)C(=O)N1CCN(CC1)CC1=CC=C(C=C1)OCC(F)(F)F)O